FC1=CC=C(ON2C=NN(C2)CC(C)(O)C2=C(C=CC=C2)C(F)(F)F)C=C1 4-(4-fluorophenoxy)-2-(trifluoromethylphenyl)-1-(1,2,4-triazol-1-yl)propan-2-ol